CN(CCCC[C@H](NC([C@@H](NC(CCCC#CC=1C=NC(=NC1)S(=O)(=O)C)=O)C(C)C)=O)C(=O)O)C N6,N6-Dimethyl-N2-((6-(2-(methylsulfonyl)pyrimidin-5-yl)hex-5-ynoyl)-L-valyl)-L-lysine